OC(CNC(CO)C)C 2-[(2-hydroxypropyl)amino]-1-propanol